FC=1C(=NC=CC1)CNC(=O)C=1N=C(OC1)C1CN(C1)CCCC1=NC2=C(N1COCC[Si](C)(C)C)C=CC=C2 N-[(3-fluoropyridin-2-yl)methyl]-2-{1-[3-(1-{[2-(trimethylsilyl)ethoxy]methyl}-1H-1,3-benzodiazol-2-yl)propyl]azetidin-3-yl}-1,3-oxazole-4-carboxamide